C(#N)C(CNC(=O)[C@H]1OCCCN(C1)C(=O)OC(C)(C)C)C1=CC=C(C=C1)C1=CC(=CC=C1)OS(=O)(=O)C tert-Butyl (2S)-2-{[(1S)-cyano-2-{3'-[(methylsulfonyl)oxy]biphenyl-4-yl}ethyl]carbamoyl}-1,4-oxazepane-4-carboxylate